N1(N=CN=C1)CCOCC1=CC=C(C=N1)C#CC1=CC=C(C=C1)C1=CC(=NO1)CN1C(=NC=C1)[C@H](C)OC1OCCCC1 5-(4-((6-((2-(1H-1,2,4-triazol-1-yl)ethoxy)methyl)pyridin-3-yl)ethynyl)phenyl)-3-((2-((1S)-1-((tetrahydro-2H-pyran-2-yl)oxy)ethyl)-1H-imidazole-1-yl)methyl)isoxazole